N-tert-butyl-N-tert-butylamine C(C)(C)(C)NC(C)(C)C